2,4-diamino-5-(2,3-dichlorophenyl)-6-fluoromethylpyrimidine NC1=NC(=C(C(=N1)N)C1=C(C(=CC=C1)Cl)Cl)CF